CC1(C(OCCC1)(C)C)C tetramethyloxan